ClC=1C=C2C(=CC1)NC(C21CCN(CC1)CCOC1=CC=C(C=C1)C1(CCC1)S(=O)(=O)C)=O 5-chloro-1'-{2-[4-(1-methanesulfonylcyclobutyl)phenoxy]ethyl}-1,2-dihydrospiro[indole-3,4'-piperidin]-2-one